chloro-5-(oxetan-3-yloxy)pyridine-2-carbonitrile ClC=1C(=NC=C(C1)OC1COC1)C#N